4-(2,4-difluorophenyl)-6,7-dimethyl-2-(2-pyrazolo[1,5-a]pyridin-5-yltetrahydropyran-4-yl)-5,6,7,8-tetrahydropteridine FC1=C(C=CC(=C1)F)C1=NC(=NC=2NC(C(NC12)C)C)C1CC(OCC1)C1=CC=2N(C=C1)N=CC2